4-(trimethoxysilyl)butyric acid CO[Si](CCCC(=O)O)(OC)OC